FC1=CC(=CC2=CN(N=C12)C)C1=CC=2C(=NN(C2)C2CN(CC2)C(=O)OC(C)(C)C)S1 tert-butyl 3-[5-(7-fluoro-2-methylindazol-5-yl) thieno[2,3-c]pyrazol-2-yl]pyrrolidine-1-carboxylate